FC=1C=C(C(NC1)=O)C(COC)N1N=CC(=C1)NC([C@H](C1CCC(CC1)C)NC(=O)C=1N(N=CC1)C(C)C)=O N-[(1S)-2-[[1-[1-(5-fluoro-2-oxo-1H-pyridin-3-yl)-2-methoxy-ethyl]pyrazol-4-yl]amino]-1-(4-methylcyclohexyl)-2-oxo-ethyl]-2-isopropyl-pyrazole-3-carboxamide